O1C(=NN=C1)C=1C(=C2C(=NC1)NC=C2)N[C@H]2CN(CCC2)C(=O)OCC2=CC=CC=C2 benzyl (R)-3-((5-(1,3,4-oxadiazol-2-yl)-1H-pyrrolo[2,3-b]pyridin-4-yl)amino)piperidine-1-carboxylate